C(C(C)C)(=O)OC1C(OC(C1)N1C2=NC(=NC(=C2N=C1)NC(C(C)C)=O)F)C#C 2-ethynyl-5-(2-fluoro-6-isobutyramido-9H-purin-9-yl)tetrahydrofuran-3-yl isobutyrate